O1CCC(CC1)CNC=1N=CC2=C(N1)N=CC=C2 2-(((tetrahydro-2H-pyran-4-yl)methyl)amino)pyrido[2,3-d]pyrimidin